C(C)C(C(=O)O)CCOC1=C(C=C(C(=C1)[N+](=O)[O-])C(C)O)OC ethyl-4-(4-(1-hydroxyethyl)-2-methoxy-5-nitrophenoxy)butanoic acid